O=C1NC(CCC1N1C(N(C2=C1C=CC=C2CCCCCCCCCCCCNC(OCCCC)=O)C)=O)=O butyl (12-(1-(2,6-dioxopiperidin-3-yl)-3-methyl-2-oxo-2,3-dihydro-1H-benzo[d]imidazole-4-yl)dodecyl)carbamate